NCC1(CC1)C(=O)N1[C@@H](CCC1)C(=O)NC=1SC2=C(N1)C=CC(=C2)OC(F)(F)F (S)-1-(1-(aminomethyl)cyclopropane-1-carbonyl)-N-(6-(trifluoromethoxy)benzo[d]thiazol-2-yl)pyrrolidine-2-carboxamide